C(C=C)N(S(=O)(=O)C=C)[C@H]1CN(CCC1)CC1=CC(=NC=C1)Br (R)-N-allyl-N-(1-((2-bromopyridin-4-yl)methyl)piperidin-3-yl)ethenesulfonamide